ClC1=C(C(=C(C=C1)C1=CC=CC=C1N)Cl)N dichloro-3,6'-diaminobiphenyl